C(C)(C)(C)OC(=O)N/C(/N1N=CC=C1)=N\C(OC(C)(C)C)=O (E)-tert-butyl (((tert-butoxycarbonyl)amino)(1H-pyrazol-1-yl)methylene)carbamate